(R)-N-(2-(4-(4-cyclopropylpiperazin-1-yl)piperidin-1-yl)-4-methoxy-5-((6-(3-phenylisoxazolidin-2-yl)pyrimidin-4-yl)amino)phenyl)acrylamide C1(CC1)N1CCN(CC1)C1CCN(CC1)C1=C(C=C(C(=C1)OC)NC1=NC=NC(=C1)N1OCC[C@@H]1C1=CC=CC=C1)NC(C=C)=O